FC(C=1SC(=CN1)S(=O)(=O)Cl)(F)F 2-(trifluoromethyl)thiazole-5-sulfonyl chloride